methyl ((R)-3-cyclopropoxy-1-oxo-1-(((R)-4-phenyl-1-((3aS,4S,6S,7aR)-3a,5,5-trimethylhexahydro-4,6-methanobenzo[d][1,3,2]dioxaborol-2-yl)butyl) amino)propan-2-yl)carbamate C1(CC1)OC[C@H](C(N[C@@H](CCCC1=CC=CC=C1)B1O[C@@]2([C@H](O1)C[C@H]1C([C@@H]2C1)(C)C)C)=O)NC(OC)=O